C(CCCCCCCCCCC)C1=CC=C(C=C1)S(=O)(=O)[O-].[Na+] sodium 4-dodecylbenzenesulphonate